FC1=C(C(=O)N(C2=NC=CC3=CC(=CC=C23)C2=NC=CC=C2)[C@H]2CNCCC2)C=CC(=C1)C=1N=NN(C1)C (R)-2-fluoro-4-(1-methyl-1H-1,2,3-triazol-4-yl)-N-(piperidin-3-yl)-N-(6-(pyridin-2-yl)isoquinolin-1-yl)benzamide